4-((1R,5S)-3,8-diazabicyclo[3.2.1]octan-3-yl)-7-(8-ethyl-7-fluoronaphthalen-1-yl)-2-((tetrahydro-1H-pyrrolizin-7a(5H)-yl)methoxy)-5,6,7,8-tetrahydropyrido[3,4-d]pyrimidine [C@H]12CN(C[C@H](CC1)N2)C=2C1=C(N=C(N2)OCC23CCCN3CCC2)CN(CC1)C1=CC=CC2=CC=C(C(=C12)CC)F